4-(pyridin-3-yl)phenethylcarbamic acid tert-butyl ester C(C)(C)(C)OC(NCCC1=CC=C(C=C1)C=1C=NC=CC1)=O